O1COC2=C1C=CC(=C2)N2C=NC=1C2=NC(=CC1)Cl 3-(benzo[d][1,3]dioxol-5-yl)-5-chloro-3H-imidazo[4,5-b]pyridine